BrCCOCCCCCCCCCCCC 1-(2-bromoethoxy)dodecane